ClC1=CC=C2C=CC=C(C2=C1)CO (7-chloronaphthalen-1-yl)methanol